CN(C)C1CC(NC(C1)(C)C)(C)C 4-(N,N-dimethylamino)-2,2,6,6-tetramethylpiperidine